(5-methylthiazol-4-yl)-6-(2-(pyridin-4-yloxy)ethoxy)-2-(4-(trifluoromethyl)phenyl)-1H-inden-1-one CC1=C(N=CS1)C1=C(C(C2=CC(=CC=C12)OCCOC1=CC=NC=C1)=O)C1=CC=C(C=C1)C(F)(F)F